ClC1=C(COC(=O)[C@H]2C([C@@H]2\C=C(\C)/C#N)(C)C)C(=C(C(=C1F)COC)F)F.C(C)(C)C1CCC(CC1)=C 1-isopropyl-4-methylenecyclohexane 2-chloro-4-methoxymethyl-3,5,6-trifluorobenzyl-(1R)-trans-3-[(Z)-(2-cyano-1-propenyl)]-2,2-dimethylcyclopropanecarboxylate